2-(((1S,4S)-4-(1,1-dioxoisothiazolidin-2-yl)cyclohexyl)amino)-6-ethynyl-8-((1R,2R)-2-hydroxy-2-methylcyclopentyl)pyrido[2,3-d]pyrimidin-7(8H)-one O=S1(N(CCC1)C1CCC(CC1)NC=1N=CC2=C(N1)N(C(C(=C2)C#C)=O)[C@H]2[C@](CCC2)(C)O)=O